tert-butyl (3-chloro-5-(4,4,5,5-tetramethyl-1,3,2-dioxaborolan-2-yl)-4-(trifluoromethyl)phenyl)carbamate ClC=1C=C(C=C(C1C(F)(F)F)B1OC(C(O1)(C)C)(C)C)NC(OC(C)(C)C)=O